The molecule is an alkaloid, a methyl ester, an organic heteropentacyclic compound and a tertiary amine oxide. It has a role as a metabolite. CC(=O)[C@@H]1C[N+]2(CC[C@@]34[C@@H]2C[C@@H]1C(=C3NC5=CC=CC=C45)C(=O)OC)[O-]